COC([C@@H](CC1=CC=C(C=C1)I)NC(=O)OC(C)(C)C)=O (R)-2-((tert-butoxycarbonyl)amino)-3-(4-iodophenyl)propanoic acid methyl ester